IC1=C(C(=CC=C1)C)C1=C(C=CC=C1C)[S@@](=NC(C1=CC=CC=C1)=O)CCC(C)C N-((S)-((R)-2'-iodo-6,6'-dimethyl-[1,1'-biphenyl]-2-yl)(isopentyl)-λ4-sulfaneylidene)benzamide